ClCCCOC1=CC=C(OC2=CC(=CC=3N2C=NC3)C(=O)N)C=C1 5-[4-(3-chloropropoxy)phenoxy]imidazo[1,5-a]pyridine-7-carboxamide